N-ethyl-1-aminopropane C(C)NCCC